NC1=C(C=C(C=C1)C1=CC(=CC(=C1)C(F)(F)F)C(F)(F)F)CN1[C@@H](CN(CC1)C(=O)OC(C)(C)C)C(=O)OC 1-(tert-butyl) 3-methyl (S)-4-((4-amino-3',5'-bis(trifluoromethyl)-[1,1'-biphenyl]-3-yl)methyl)piperazine-1,3-dicarboxylate